O1COC2=C1C=CC(=C2)C(=O)C(C(=O)OCC)=CN(C)C ethyl 2-(1,3-benzodioxol-5-ylcarbonyl)-3-(dimethylamino)prop-2-enoate